O=C1NC(CCC1N1C(N(C2=C1C=CC=C2C2CCN(CC2)C(CCC(=O)O)=O)C)=O)=O 4-[4-[1-(2,6-dioxo-3-piperidyl)-3-methyl-2-oxo-benzimidazol-4-yl]-1-piperidyl]-4-oxo-butanoic acid